2-amino-N-(2-thiophenylmethyl)benzamide sodium [Na].NC1=C(C(=O)NCC=2SC=CC2)C=CC=C1